P(OCC(CCCC)CC)(O)[O-] (dl)-2-ethylhexyl hydrogen phosphite